C(C(=O)C)(=O)OC=1C=C(C=2N(C1)N=CC2C#N)C=2C=NC(=CC2)F 6-pyruvyloxy-4-(6-fluoro-3-pyridinyl)pyrazolo[1,5-a]pyridine-3-carbonitrile